3-[(3-{[(1R,2S)-2-fluorocyclopropyl]carbamoyl}-8-(methylamino)imidazo[1,2-b]pyridazin-6-yl)amino]-2-oxo-[1,2'-bipyridine]-4'-carboxylic acid F[C@@H]1[C@@H](C1)NC(=O)C1=CN=C2N1N=C(C=C2NC)NC=2C(N(C=CC2)C2=NC=CC(=C2)C(=O)O)=O